CN1C(C(=C(C2=CC(=CC=C12)C)N1CCC(CC1)(C=1OC2=C(N1)C=C(C=C2)C)C)C#N)=O 1,6-Dimethyl-4-[4-methyl-4-(5-methyl-1,3-benzooxazol-2-yl)piperidin-1-yl]-2-oxo-1,2-dihydro-quinoline-3-carbonitrile